2-bromo-6-(difluoromethyl)-6,7-dihydro-5H-pyrrolo[1,2-a]Imidazole BrC=1N=C2N(C1)CC(C2)C(F)F